1,3-diamino-β-propanesulfonic acid NCC(CN)S(=O)(=O)O